ClC1=NC(=C(C=C1C(=O)O)C)C 2-chloro-5,6-dimethyl-pyridine-3-carboxylic acid